C(C)(=O)N1[C@H]([C@@H]([C@H](C2=CC(=CC=C12)C(=O)N)NC1=NC=C(C=C1)Cl)C)C1CC1 (2S,3R,4R)-1-acetyl-4-((5-chloropyridin-2-yl)amino)-2-cyclopropyl-3-methyl-1,2,3,4-tetrahydroquinoline-6-carboxamide